CNCCCCN N1-methylbutane-1,4-diamine